tert-butyl 4-(2-(4-(7,7-difluoro-2-(methylsulfonyl)-6,7-dihydro-5H-cyclopenta[d]pyrimidin-4-yl)phenoxy)acetyl)piperazin-1-carboxylate FC1(CCC2=C1N=C(N=C2C2=CC=C(OCC(=O)N1CCN(CC1)C(=O)OC(C)(C)C)C=C2)S(=O)(=O)C)F